ClC=1C=C(C=CC1C)NC(=O)NC1CN(C1)C1=CC(=C(C=C1)C1C(NC(CC1)=O)=O)F 1-(3-chloro-4-methylphenyl)-3-(1-(4-(2,6-dioxopiperidin-3-yl)-3-fluorophenyl)azetidin-3-yl)urea